N-(5-((2-(2,2-dimethylpyrrolidin-1-yl)ethyl)carbamoyl)-2-methylphenyl)-2-(3-methoxy-1-methyl-1H-pyrazol-4-yl)-1H-pyrrolo[2,3-b]pyridine-5-carboxamide CC1(N(CCC1)CCNC(=O)C=1C=CC(=C(C1)NC(=O)C=1C=C2C(=NC1)NC(=C2)C=2C(=NN(C2)C)OC)C)C